3,5-difluoro-4-methoxyphenol FC=1C=C(C=C(C1OC)F)O